COC1=CC=C(CN(C2=NC=NN3C2=NC=C3C=3C=NN(C3)C=3C=C(C=CC3F)NC(C3=CC(=CC=C3)C(F)(F)F)=O)CC3=CC=C(C=C3)OC)C=C1 N-(3-(4-(4-(bis(4-methoxybenzyl)amino)imidazo[2,1-f][1,2,4]triazin-7-yl)-1H-pyrazol-1-yl)-4-fluorophenyl)-3-(trifluoromethyl)benzamide